CON(C(CC\C=C/C)=O)C (Z)-N-methoxy-N-methylhex-4-enamide